C(CCC)(=O)OC\C=C\CCC trans-2-Hexenyl butyrate